methyl 5'-methoxy-3-methyl-2'-((6-methylpyridin-2-yl)(neopentyl)carbamoyl)-[1,1'-biphenyl]-4-carboxylate COC=1C=CC(=C(C1)C1=CC(=C(C=C1)C(=O)OC)C)C(N(CC(C)(C)C)C1=NC(=CC=C1)C)=O